3-[4-fluoro-1-oxo-5-[4-[[(2S,5S)-5-(piperazin-1-ylmethyl)tetrahydropyran-2-yl]methyl]piperazin-1-yl]isoindolin-2-yl]piperidine-2,6-dione FC1=C2CN(C(C2=CC=C1N1CCN(CC1)C[C@H]1OC[C@@H](CC1)CN1CCNCC1)=O)C1C(NC(CC1)=O)=O